ClC=1C=C2C(=NC(=NC2=C(C1C1=C(C=CC=C1O)F)F)OCC(C1=NC=CC=C1)(F)F)N1CCN(CC1)C(C=C)=O 1-(4-(6-chloro-2-(2,2-difluoro-2-(pyridin-2-yl)ethoxy)-8-fluoro-7-(2-fluoro-6-hydroxyphenyl)quinazolin-4-yl)piperazin-1-yl)prop-2-en-1-one